NC(CC(=O)O)C(=O)NC(C(=O)NC1CCCC1)C 3-amino-4-[[1-(cyclopentylamino)-1-oxopropan-2-yl]amino]-4-oxobutanoic acid